C(CCCCCCC\C=C/CCCCCC)(=O)OCCC propyl (9Z)-hexadec-9-enoate